C(C)(C)(C)C1=CC=C(C=C1)C(CC(=O)C1=CC=C(C=C1)OC)=O 1-(4-tert-butylphenyl)-3-(4-methoxyphenyl)propan-1,3-dione